1-hydroxyethyl-2,2,6,6-tetramethyl-4-piperidinol OC(C)N1C(CC(CC1(C)C)O)(C)C